[Si](C)(C)(C(C)(C)C)OCCCCN1CCC(CC1)C(CO)CO 2-(1-(4-((tert-butyldimethylsilyl)oxy)butyl)piperidin-4-yl)propane-1,3-diol